CC1=CC=C(C=C1)S(=O)(=O)NCC#C 4-methyl-N-(prop-2-yn-1-yl)benzene-1-sulfonamide